NC1=NC=CC=C1C1=NC=2C(=NC(=CC2)C2=CC=CC=C2)N1C1=C(C=C(C=C1)C1CN(C1)C[C@@H]1CC[C@H](CC1)C(=O)OC)C trans-methyl 4-[[3-[4-[2-(2-amino-3-pyridyl)-5-phenyl-imidazo[4,5-b]pyridin-3-yl]-3-methyl-phenyl]azetidin-1-yl]methyl]cyclohexanecarboxylate